Selenite [Se](=O)([O-])[O-]